C(=CC)N1CCC(CC1)C1=C2N(N=C1)C(=C(N2)C2=CC=C(C=C2)OC2=CC=C(C=C2)C)C(=O)N 7-(1-propenylpiperidin-4-yl)-2-(4-(p-tolyloxy)phenyl)-1H-imidazo[1,2-b]Pyrazole-3-carboxamide